P(=O)(OCCCCCCCCN1C2=CC=C(C=C2C=2C=C(C=CC12)C1=CC=CC=C1)C1=CC=CC=C1)([O-])[O-] [8-(3,6-diphenyl-9H-carbazol-9-yl) octyl] phosphate